NC1=NC2=NC(=C(N=C2C(=N1)N)C(C)C)C(C)C 2,4-diamino-6,7-diisopropyl-pteridine